t-Butyl-4-(7-(benzyloxy)-6-methoxy-2-(pyrrolidin-1-yl)quinazoline-4-yl)piperazine-1-carboxylate C(C)(C)(C)OC(=O)N1CCN(CC1)C1=NC(=NC2=CC(=C(C=C12)OC)OCC1=CC=CC=C1)N1CCCC1